7-fluoro-2-(3-fluoro-4-methoxyphenyl)-4H-pyrido[1,2-a]pyrimidin-4-one FC=1C=CC=2N(C(C=C(N2)C2=CC(=C(C=C2)OC)F)=O)C1